(3-chloro-4-pyrrolidin-1-ylbenzoyl)-4-pyridin-2-ylpiperazine ClC=1C=C(C(=O)N2CCN(CC2)C2=NC=CC=C2)C=CC1N1CCCC1